ClC1=CC=C(C=C1)C1=N[C@H](C=2N(C3=C1C=C(C=C3)OC)C(=NN2)C)CC(NCCOCCOCCOCCOCCNC(C2=CC(=CC=C2)O)=O)=O N-(1-((4S)-6-(4-chlorophenyl)-8-methoxy-1-methyl-4H-benzo[f][1,2,4]triazolo[4,3-a][1,4]diazepin-4-yl)-2-oxo-6,9,12,15-tetraoxa-3-azaheptadecan-17-yl)-3-hydroxybenzamide